(1-(9-ethyl-6-morpholino-8-(pyridin-4-yl)-9H-purin-2-yl)-5-phenyl-1H-pyrazol-3-yl)methanol C(C)N1C2=NC(=NC(=C2N=C1C1=CC=NC=C1)N1CCOCC1)N1N=C(C=C1C1=CC=CC=C1)CO